O[C@H](CC1N(C2=C(C=CC=C2C1)C#N)CCCOC1OCCCC1)C ((S)-2-hydroxypropyl)-1-(3-((tetrahydro-2H-pyran-2-yl)oxy)propyl)indoline-7-carbonitrile